FC(OC[C@@H](C1=CC(=CC=C1)OC(F)F)NC(CC(C(C)(C)C)O)=O)F N-((R)-2-(difluoromethoxy)-1-(3-(difluoromethoxy)phenyl)ethyl)-3-hydroxy-4,4-dimethylpentanamide